1-((2R,6R)-6-methylmorpholin-2-yl)cyclopropanol hydrochloride Cl.C[C@H]1O[C@H](CNC1)C1(CC1)O